CC1CN2[C@H](CO1)CC[C@H]2CO ((6S,8aS)-3-methylhexahydro-1H-pyrrolo[2,1-c][1,4]oxazin-6-yl)methanol